C1=CC=CC=2C3=CC=CC=C3C(C12)COC(=O)N([C@@H](CC1=CN(C2=CC=CC=C12)C1=CC=CC=C1)C(=O)O)C Nα-(((9H-fluoren-9-yl)methoxy)carbonyl)-Nα-methyl-1-phenyl-L-tryptophan